(S)-2-(1-propenylpiperidin-2-yl)-4-(4-((4-ethylpyridin-2-yl)carbamoyl)phenyl)-1-(methylamino)-1H-imidazole-5-carboxamide C(=CC)N1[C@@H](CCCC1)C=1N(C(=C(N1)C1=CC=C(C=C1)C(NC1=NC=CC(=C1)CC)=O)C(=O)N)NC